CSC1=NC=2CC3(CCC2C(=N1)N1C[C@H]2CC[C@@H](C1)N2C(=O)OC(C)(C)C)CC2=CC=CC1=CC=CC3=C21 tert-butyl (1R,5S)-3-(2'-(methylthio)-5',8'-dihydro-2H,6'H-spiro[acenaphthylene-1,7'-quinazolin]-4'-yl)-3,8-diazabicyclo[3.2.1]octane-8-carboxylate